3-(2-(dimethylamino)acetamido)-4-methylthiophene-2-carboxylic acid sodium chloride [Cl-].[Na+].CN(CC(=O)NC1=C(SC=C1C)C(=O)O)C